tert-butyl N-[5-bromo-6-[methoxy(methyl)carbamoyl]-2-pyridyl]-N-methyl-carbamate BrC=1C=CC(=NC1C(N(C)OC)=O)N(C(OC(C)(C)C)=O)C